methyl 3-(3-amino-4-methoxyphenyl)furan-2-carboxylate NC=1C=C(C=CC1OC)C1=C(OC=C1)C(=O)OC